(S)-N-(5-(4-fluorophenoxy)pyridin-2-yl)-2-((R)-3-methyl-4-(6-oxo-1,6-dihydropyridine-3-carbonyl)piperazin-1-yl)propanamide FC1=CC=C(OC=2C=CC(=NC2)NC([C@H](C)N2C[C@H](N(CC2)C(=O)C2=CNC(C=C2)=O)C)=O)C=C1